BrC=1C=C2CC3(CCCC3)C(OC2=CC1)=O 6-Bromospiro[chroman-3,1'-cyclopentane]-2-one